COCC1=NN(C=C1)CC1=CC=C2CCN(C(C2=C1)(C)C)C (methoxymethyl)-1-[(1,1,2-trimethyl-3,4-dihydroisoquinolin-7-yl)methyl]pyrazole